5-amino-8-[2-(hydroxymethyl)-6-methyl-4-pyridyl]-2-(oxazol-4-ylmethyl)-7-(2,3,4,5,6-pentadeuteriophenyl)-[1,2,4]triazolo[4,3-c]pyrimidin-3-one NC1=NC(=C(C=2N1C(N(N2)CC=2N=COC2)=O)C2=CC(=NC(=C2)C)CO)C2=C(C(=C(C(=C2[2H])[2H])[2H])[2H])[2H]